3-((4-(4-chloro-7,7-dimethyl-5-oxo-5,7-dihydroindolo[1,2-a]quinazolin-9-yl)piperidin-1-yl)methyl)benzoic acid ClC=1C=2C(N=C3N(C2C=CC1)C1=CC=C(C=C1C3(C)C)C3CCN(CC3)CC=3C=C(C(=O)O)C=CC3)=O